(4-fluoro-3-methylphenyl)spiro[4.5]decan-6-one FC1=C(C=C(C=C1)C1CCCC12C(CCCC2)=O)C